6-[8-[[4,8-difluoro-2-[2-(methylamino)ethyl]-3,5,6,7-tetrahydrocyclopenta[f]benzimidazol-6-yl]methyl]-2-oxo-1-oxa-3,8-diazaspiro[4.5]decan-3-yl]-4H-pyrazino[2,3-b][1,4]oxazin-3-one FC1=C2C(=C(C=3N=C(NC31)CCNC)F)CC(C2)CN2CCC3(CN(C(O3)=O)C3=NC1=C(OCC(N1)=O)N=C3)CC2